(2R)-N,N-dimethyl-2-[4-(o-tolyl)-2-oxo-chromen-7-yl]oxy-propanamide CN(C([C@@H](C)OC1=CC=C2C(=CC(OC2=C1)=O)C1=C(C=CC=C1)C)=O)C